3-(3-Bromophenyl)-2-((t-butoxycarbonyl)amino)propionic acid BrC=1C=C(C=CC1)CC(C(=O)O)NC(=O)OC(C)(C)C